O=C1N(C=2C=CC=CC2CC=2C=CC=CC12)CC(=O)NCC(=O)NC1C(CCCC1)C(=O)N 2-[2-(2-{10-oxo-9-azatricyclo[9.4.0.0^3,8]pentadecan-1(11),3(8),4,6,12,14-hexaen-9-yl}acetamido)acetamido]cyclohexane-1-carboxamide